4-fluoro-5,6-Dimethyl-1-(p-toluenesulfonyl)pyrrolo[2,3-b]Pyridine-2-carboxylic acid methyl ester COC(=O)C1=CC=2C(=NC(=C(C2F)C)C)N1S(=O)(=O)C1=CC=C(C)C=C1